2-(1-((2-((2-(4,7-diazaspiro[2.5]octan-7-yl)pyrimidin-5-yl)oxy)-6-(3,5-dichlorophenyl)pyridin-4-yl)methyl)piperidin-4-yl)acetic acid C1CC12NCCN(C2)C2=NC=C(C=N2)OC2=NC(=CC(=C2)CN2CCC(CC2)CC(=O)O)C2=CC(=CC(=C2)Cl)Cl